1-(5-{5-[2-ethoxy-6-(trifluoromethyl)pyridin-4-yl]-7-[(3-methoxy-2,2-dimethylpropyl)(methyl)amino]-1H-imidazo[4,5-b]pyridin-2-yl}pyrazin-2-yl)piperidine-4-carboxylic acid C(C)OC1=NC(=CC(=C1)C1=CC(=C2C(=N1)N=C(N2)C=2N=CC(=NC2)N2CCC(CC2)C(=O)O)N(C)CC(COC)(C)C)C(F)(F)F